[Cl-].C1(=C(C(=C(C(=C1[2H])[2H])[2H])[2H])[2H])[Zn+] Phenyl-d5-zinc chloride